4-(1-Methyl-4-(trifluoromethyl)-1H-imidazol-2-yl)cubane-1-carboxylic acid methyl ester COC(=O)C12C3C4C5(C3C1C5C24)C=2N(C=C(N2)C(F)(F)F)C